4-methylbenzenesulfonic acid benzyl-D-norvalinate C(C1=CC=CC=C1)N[C@H](CCC)C(=O)O.CC1=CC=C(C=C1)S(=O)(=O)O